C(\C=C\C=C\C(=O)O)(=O)O.C(\C=C/C=C\C(=O)O)(=O)O cis,cis-muconic acid (muconate)